N,N-dimethylethylthiolamine CN(C=1SC=CC1CC)C